C(=O)(OCC1C2=CC=CC=C2C2=CC=CC=C12)N[C@@H]([C@@H](C)CC)C(=O)O fmocisoleucine